C(C1=CC=CC=C1)O[C@@H]1[C@H](O[C@@H]([C@H]([C@H]1OCC1=CC=CC=C1)OCC1=CC=CC=C1)OC)C(CO)O ((2R,3S,4S,5S,6S)-3,4,5-tris(benzyloxy)-6-methoxytetrahydro-2H-pyran-2-yl)ethan-1,2-diol